O1C=NC(=C1)C1=CC=C(CNC2=NC=NC(=C2)C2=CN=C3N2C=CC(=C3)OCCCN3CCCC3)C=C1 (4-oxazol-4-yl-benzyl)-{6-[7-(3-pyrrolidin-1-yl-propoxy)-imidazo[1,2-a]pyridin-3-yl]-pyrimidin-4-yl}-amine